OC1(CCN(CC1)C(=O)OC(C)(C)C)CN1C=NC2=C(C1=O)C=CN=C2 tert-butyl 4-hydroxy-4-((4-oxopyrido[3,4-d]pyrimidin-3(4H)-yl)methyl)piperidine-1-carboxylate